N1(CCCC2=CC=CC=C12)C(=O)N1CCC(CC1)C1=CN=CN1 3,4-dihydroquinolin-1(2H)-yl-[4-(1H-imidazol-5-yl)piperidin-1-yl]methanone